tert-butyl 1-(((tert-butyldimethylsilyl)oxy)methyl)-4-formyl-7-azabicyclo[2.2.1]heptane-7-carboxylate [Si](C)(C)(C(C)(C)C)OCC12CCC(CC1)(N2C(=O)OC(C)(C)C)C=O